2-(4-chloro-3-methoxy-phenyl)-6-methyl-4H-1,3,4-oxadiazin-5-one ClC1=C(C=C(C=C1)C=1OC(C(NN1)=O)C)OC